C(N)(=O)C=1C=C(C=NC1OC(F)(F)F)NC(C(=O)O)=O 2-[[5-carbamoyl-6-(trifluoromethoxy)-3-pyridyl]amino]-2-oxo-acetic acid